3-(7-fluoro-2-(4-methoxyphenyl)quinolin-4-yl)-N-hydroxypropanamide FC1=CC=C2C(=CC(=NC2=C1)C1=CC=C(C=C1)OC)CCC(=O)NO